C(C)(C)(C)[Si](C1=CC=CC=C1)(C1=CC=CC=C1)OC[C@H]1OC=CC1 (S)-tert-butyl-((2,3-dihydrofuran-2-yl)methoxy)diphenylsilane